2-{5-[(1S)-1-aminoethyl]-3-methyl-1H-1,2,4-triazol-1-yl}-N,N-dimethyl-1,3-thiazole-5-carboxamide N[C@@H](C)C1=NC(=NN1C=1SC(=CN1)C(=O)N(C)C)C